C(=O)(C(=C)C)CCN=C=O methacryl-ethyl isocyanate